C[Si](CC(CC(=O)NC=1C=CC=C2C=CC=NC12)CC1=CC=C(C=C1)OC(F)(F)F)(C1=CC=CC=C1)C 4-[Dimethyl(phenyl)silyl]-N-(quinolin-8-yl)-3-(4-(trifluoromethoxy)benzyl)butanamide